methyl (6'R,7a'R)-2,2,6'-trifluorodihydro-1'H,3'H-spiro[cyclopropane-1,2'-pyrrolizine]-7a'(5'H)-carboxylate FC1(CC12C[C@@]1(C[C@H](CN1C2)F)C(=O)OC)F